N1=CC=C(C=C1)C1=C(C(=O)N)C=CN=C1 (pyridin-4-yl)isonicotinamide